COC1=CC=C(C=C1)C1CC(=NN1C(CC)=O)N1C(C=C(C2=CC=CN=C12)C)=O (5-(4-Methoxyphenyl)-1-propionyl-4,5-dihydro-1H-pyrazol-3-yl)-4-methyl-1,8-naphthyridin-2(1H)-one